1-(1-(tert-butoxy)-1-oxopropan-2-yl) 4-octyl 2-methylenesuccinate C=C(C(=O)OC(C(=O)OC(C)(C)C)C)CC(=O)OCCCCCCCC